S=C1NC2=CC(=CC=C2C=N1)C(=O)[O-] sulfanylidene-1H-quinazoline-7-carboxylate